C(C)(=O)C=1C=C(C=C2C(N(C(=NC12)N1CC(CC1)(C)C)C)=O)C 8-acetyl-2-(3,3-dimethylpyrrolidin-1-yl)-3,6-dimethylquinazolin-4(3H)-one